4-[6-amino-4-ethyl-5-(m-tolyl)-3-pyridyl]phenol NC1=C(C(=C(C=N1)C1=CC=C(C=C1)O)CC)C=1C=C(C=CC1)C